tert-butyl-phenol sodium salt [Na].C(C)(C)(C)C1=C(C=CC=C1)O